Tert-butyl-((3R,5R)-1-(2-(1-(cyclopropylmethyl)-6-(2-hydroxypropan-2-yl)-1H-pyrrolo[2,3-b]pyridin-2-yl)-3-methylpyrazolo[1,5-a]pyridine-6-carbonyl)-5-fluoropiperidin-3-yl) carbamate C(N)(O[C@H]1C(N(C[C@@H](C1)F)C(=O)C=1C=CC=2N(C1)N=C(C2C)C2=CC=1C(=NC(=CC1)C(C)(C)O)N2CC2CC2)C(C)(C)C)=O